FC(CN1CC2(C1)COC(OC2)CCN(C2=CC=C(C#N)C=C2)CC2=CC(=C(C=C2)OC)F)F 4-((2-(2-(2,2-difluoroethyl)-6,8-dioxa-2-azaspiro[3.5]nonan-7-yl)ethyl)(3-fluoro-4-methoxybenzyl)amino)benzonitrile